C(CCC)C1=C([N+](=C(C2=CC=CC=C12)C)[O-])C(=C)C 4-butyl-1-methyl-3-(prop-1-en-2-yl)isoquinoline 2-oxide